(2S)-2-methylpiperazine-1-carboxylic acid isopropyl ester C(C)(C)OC(=O)N1[C@H](CNCC1)C